22,22-dimethyl-19-oxo-4,7,10,13,16-pentaoxa-20-azatricosanoic acid CC(CNC(CCOCCOCCOCCOCCOCCC(=O)O)=O)(C)C